FC(CN1[C@@H](C=2NC3=CC=CC=C3C2C[C@H]1C)C=1C=NC(=NC1)N1CCN(CC1)C(=O)OC(C)(C)C)F tert-butyl 4-(5-((1R,3R)-2-(2,2-difluoroethyl)-3-methyl-2,3,4,9-tetrahydro-1H-pyrido[3,4-b]indol-1-yl)pyrimidin-2-yl)piperazine-1-carboxylate